Isobutyl 5-fluoro-3-(1-((1-(2-((p-tolylmethyl)sulfonamido)ethyl)piperidin-4-yl)methyl)-1H-1,2,3-triazol-4-yl)-1H-indol-2-carboxylat FC=1C=C2C(=C(NC2=CC1)C(=O)OCC(C)C)C=1N=NN(C1)CC1CCN(CC1)CCNS(=O)(=O)CC1=CC=C(C=C1)C